NCCNC(=O)C1CC(C1)NC(=O)C1=C(C=C(C=C1)NC(=O)C=1N(C(=CN1)C1=C(C(=C(C=C1)OC)F)F)C)CC N-[4-[[3-(2-aminoethyl-carbamoyl)cyclobutyl]carbamoyl]-3-ethyl-phenyl]-5-(2,3-difluoro-4-methoxy-phenyl)-1-methyl-imidazole-2-carboxamide